C(C1CO1)OCCCCCCCCCCCCCCCC glycidyl-hexadecylether